5,10,15-tris(p-methylphenyl)-20-(p-hydroxyphenyl)porphyrin zinc (II) [Zn+2].CC1=CC=C(C=C1)C=1C2=CC=C(N2)C(=C2C=CC(C(=C3C=CC(=C(C=4C=CC1N4)C4=CC=C(C=C4)C)N3)C3=CC=C(C=C3)C)=N2)C2=CC=C(C=C2)O